11-cyano-2,2,6a,6b,9,9,12a-heptamethyl-10,14-dioxo-1,3,4,5,6,6a,6b,7,8,8a,9,10,12a,14,14a,14b-hexadecahydropicene-4a(2H)-carbonyl chloride C(#N)C=1C(C(C2CCC3(C4(CCC5(CCC(CC5C4C(C=C3C2(C1)C)=O)(C)C)C(=O)Cl)C)C)(C)C)=O